CC=1C(=NC(=CN1)C)N1C[C@@H]2[C@H](C1)CN(C2)C(=O)N2C(=CC1=CC=CC=C21)C2=NC=CC=C2F ((3aR,6aS)-5-(3,6-dimethylpyrazin-2-yl)hexahydropyrrolo[3,4-c]pyrrol-2(1H)-yl)(2-(3-fluoropyridin-2-yl)indol-1-yl)methanone